α-[methoxyimino]-N-methyl-2-[[[1-[3-(trifluoro-methyl)phenyl]ethoxy]imino]methyl]benzeneacetamide CON=C(C(=O)NC)C1=C(C=CC=C1)C=NOC(C)C1=CC(=CC=C1)C(F)(F)F